Tert-butyl (1R,5R)-3-benzyl-6-(1H-1,2,4-triazol-1-yl)-3,8-diazabicyclo[3.2.1]octane-8-carboxylate C(C1=CC=CC=C1)N1C[C@H]2CC([C@@H](C1)N2C(=O)OC(C)(C)C)N2N=CN=C2